ClC=1C=C(C(=C(C1)NS(=O)(=O)N1C[C@@H](CC1)F)F)B1OC(C(O1)(C)C)(C)C (3R)-N-[5-chloro-2-fluoro-3-(4,4,5,5-tetramethyl-1,3,2-dioxaborolan-2-yl)phenyl]-3-fluoropyrrolidine-1-sulfonamide